bis(2,6-dimethoxybenzoyl)-(1-methylprop-1-yl)phosphine oxide COC1=C(C(=O)P(C(CC)C)(C(C2=C(C=CC=C2OC)OC)=O)=O)C(=CC=C1)OC